C(C)(C)(C)OC(=O)N1[C@H](CCC1)COC1=NC=CC=C1CC (R)-2-(((3-ethylpyridin-2-yl)oxy)methyl)pyrrolidine-1-carboxylic acid tert-butyl ester